(3S,4S)-8-(9-((2,3,4,5-tetrafluorophenyl)ethynyl)-7H-imidazo[1,2-c]pyrazolo[4,3-e]pyrimidin-5-yl)-3-methyl-2-oxa-8-azaspiro[4.5]decan-4-amine FC1=C(C=C(C(=C1F)F)F)C#CC1=NNC2=C1C=1N(C(=N2)N2CCC3([C@@H]([C@@H](OC3)C)N)CC2)C=CN1